Cl.NC1=CC=C(CC2=NNC(C3=CC(=C(C=C23)OC)OC)=O)C=C1 4-(4-aminobenzyl)-6,7-dimethoxyphthalazin-1(2H)-one hydrochloride